(4-((6-Methoxy-3-nitropyridin-2-yl)amino)phenyl)methanol COC1=CC=C(C(=N1)NC1=CC=C(C=C1)CO)[N+](=O)[O-]